BrC1=CC2=C(C=N1)N=C(N2C2CC(CN(C2)C)NC(OC(C)(C)C)=O)CC(C)C tert-butyl (5-(6-bromo-2-isobutyl-1H-imidazo[4,5-c]pyridin-1-yl)-1-methylpiperidin-3-yl)carbamate